C(#N)C1(CC1)C1=NC=C(C(=O)NC=2C=CC(=NC2)C=2N=NN(C2NC(O[C@H](C)C=2C(=NC=C(C2)F)F)=O)C)C=C1 (R)-1-(2,5-difluoropyridin-3-yl)ethyl (4-(5-(6-(1-cyanocyclopropyl)nicotinamido)pyridin-2-yl)-1-methyl-1H-1,2,3-triazol-5-yl)carbamate